(((9H-fluoren-9-yl)methoxy)carbonyl)-N6-(tert-butoxycarbonyl)-L-lysine C1=CC=CC=2C3=CC=CC=C3C(C12)COC(=O)N[C@@H](CCCCNC(=O)OC(C)(C)C)C(=O)O